C(=O)O.O=C1OC2=C(N1)C=C(C=C2)NC2=NC(=NC=C2F)NC=2C=CC1=C(OCC(N1)=O)C2 7-(4-(2,3-dihydro-2-oxobenzo[d]oxazol-5-ylamino)-5-fluoropyrimidin-2-ylamino)-2H-benzo[b][1,4]oxazin-3(4H)-one formate salt